C1(CC1)C1=C(C(=NO1)C1=C(C=CC=C1)OC(F)(F)F)/C=C/C1CCN(CC1)C1=CC=C2C=C(N=NC2=C1)C(=O)O (E)-7-(4-(2-(5-cyclopropyl-3-(2-(trifluoromethoxy)phenyl)isoxazol-4-yl)vinyl)piperidin-1-yl)cinnoline-3-carboxylic acid